N1(CCC1)C1CCN(CC1)C1=C(C=C(C(=C1)OC)NC1=NC=NC(=C1)N1OCC[C@@H]1C1=C(C(=CC=C1)C(F)(F)F)F)NC(C=C)=O (R)-N-(2-(4-(azetidin-1-yl)piperidin-1-yl)-5-((6-(3-(2-fluoro-3-(trifluoromethyl)phenyl)isooxazolidin-2-yl)pyrimidin-4-yl)amino)-4-methoxyphenyl)acrylamide